tert-butyl-[1-[[4-[(3-nitro-5-phenyl-2-pyridyl)amino]phenyl]methyl]-4-piperidyl]carbamate C(C)(C)(C)OC(NC1CCN(CC1)CC1=CC=C(C=C1)NC1=NC=C(C=C1[N+](=O)[O-])C1=CC=CC=C1)=O